4-(3,3,3-Trifluoropropoxy)pyrimidin-2-amine FC(CCOC1=NC(=NC=C1)N)(F)F